O[C@H]1C[C@H]2CC[C@H]3[C@@H]4CC[C@H]([C@@H](CCC(=O)O)C)[C@]4(CC[C@@H]3[C@]2(CC1)C)C 3α-Hydroxy-5β-cholanic acid